1-(2-hydroxyethyl)-3-methylimidazole bromide salt [Br-].OCCN1CN(C=C1)C